benzyl ((cis)-4-((tert-butyldiphenylsilyl)oxy)-2-vinylcyclopentyl)carbamate [Si](C1=CC=CC=C1)(C1=CC=CC=C1)(C(C)(C)C)OC1CC(C(C1)NC(OCC1=CC=CC=C1)=O)C=C